N1-(5-chloro-4-(5-(cyclopropyl-methyl)-1-methyl-1H-pyrazol-4-yl)pyrimidin-2-yl)cyclohexane-1,4-diamine ClC=1C(=NC(=NC1)NC1CCC(CC1)N)C=1C=NN(C1CC1CC1)C